dodeca-7,9,11-trien-6-yl acetate C(C)(=O)OC(CCCCC)C=CC=CC=C